C(C)N(CCN)CC N,N-diethyl-1,2-diaminoethane